tert-amyl peroxy-2-ethylhexanoate CCCCC(CC)C(=O)OOC(C)(C)CC